2-chloro-N-[2-(1H-indol-3-yl)ethyl]Pyrido[3,2-d]Pyrimidine-4-amine ClC=1N=C(C2=C(N1)C=CC=N2)NCCC2=CNC1=CC=CC=C21